3-imidazo[1,2-a]pyridin-3-yl-4-(1,2,3,4-tetrahydro-[1,4]diazepino-[6,7,1-hi]indol-7-yl)pyrrole-2,5-dione N=1C=C(N2C1C=CC=C2)C=2C(NC(C2C2=CN1C3=C(C=CC=C23)CNCC1)=O)=O